OCP(=O)=CCC(C(=O)O)=C=O 4-(hydroxymethylphosphoryl)-2-carbonylbutyric acid